COC(=O)C1C2(CCC(C1)CC2)C(=O)O methoxycarbonyl-bicyclo[2.2.2]octane-1-carboxylic acid